methyl 3-hydroxy-1-methylcyclobutane-1-carboxylate OC1CC(C1)(C(=O)OC)C